tert-butyl N-[2-[2,4-dichloro-6-[[(3R)-2,3,4,9-tetrahydro-1H-carbazol-3-yl]amino]pyrimidin-5-yl]oxyethyl]carbamate ClC1=NC(=C(C(=N1)Cl)OCCNC(OC(C)(C)C)=O)N[C@@H]1CCC=2NC3=CC=CC=C3C2C1